C(C)(C)(C)NS(=O)(=O)C=1C=C(C=CC1)NC(C1=C(C=C(C=C1)NS(=O)(=O)C1CC1)N1CCC2(CC2)CC1)=O N-(3-(N-(tert-Butyl)sulfamoyl)phenyl)-4-(cyclopropanesulfonamido)-2-(6-azaspiro[2.5]octan-6-yl)benzamide